COC(=O)C=1C(N(N=C(C1)C1=CC=C(C=C1)OC)C1=CC(=CC=C1)F)=O 2-(3-fluorophenyl)-6-(4-methoxyphenyl)-3-oxo-2,3-dihydropyridazine-4-carboxylic acid methyl ester